C[C@]12N(CCN(C1)C=1C=CC=3N(C(C=C(N3)C=3C=CC=4N(N3)C=C(N4)C)=O)C1)CCC2 7-[(8aR)-8a-methyl-1,3,4,6,7,8-hexahydropyrrolo[1,2-a]pyrazin-2-yl]-2-(2-methylimidazo[1,2-b]pyridazin-6-yl)pyrido[1,2-a]pyrimidin-4-one